ClC1=CC=C(C2=C1C=CO2)[C@@H]2COC1=C(O2)C=CC=C1C1CCN(CC1)CC1=NC2=C(N1C[C@H]1OCC1)C=C(C=C2F)C(=O)O 2-({4-[(2R)-2-(4-chloro-1-benzofuran-7-yl)-2,3-dihydro-1,4-benzodioxin-5-yl]piperidin-1-yl}methyl)-4-fluoro-1-{[(2S)-oxetan-2-yl]methyl}-1H-1,3-benzodiazole-6-carboxylic acid